F[B-](F)(F)F.C(C)(C)(C)[PH+](C1=CC(=CC=C1)C)C(C)(C)C di-(tert-butyl)(3-methylphenyl)phosphonium tetrafluoroborate